C(C)N(CC)CCCCCCN(CCCCCCN(CC)CC)CCCCCCN(CC)CC tris[6-(N,N-Diethylamino)-hexyl]amin